2-((5-cinnamyl-6-hydroxy-4-oxo-1,4-dihydropyrimidin-2-yl)thio)-N-(4-methoxyphenethyl)acetamide C(C=CC1=CC=CC=C1)C=1C(N=C(NC1O)SCC(=O)NCCC1=CC=C(C=C1)OC)=O